5-[[2-[(2R,5S)-2-(4-fluorophenyl)-5-methyl-4-(2-methylpropanoyl)piperazin-1-yl]-2-oxo-acetyl]amino]-2-methoxy-pyridine-3-carboxamide FC1=CC=C(C=C1)[C@H]1N(C[C@@H](N(C1)C(C(C)C)=O)C)C(C(=O)NC=1C=C(C(=NC1)OC)C(=O)N)=O